FC=1C(=NC(=CC1)C)CCNC1=C(N(N=C1)C)C ((2-(3-fluoro-6-methylpyridin-2-yl)ethyl)amino)-2,3-dimethylpyrazole